N-(5-(2-(4-(trifluoromethyl)phenoxy)ethyl)-1H-indol-3-yl)nicotinamide FC(C1=CC=C(OCCC=2C=C3C(=CNC3=CC2)NC(C2=CN=CC=C2)=O)C=C1)(F)F